NC1=NC2=NC=C(N=C2C(=N1)O)CN(C1CCC(CC1)C(=O)N[C@@H](CCC(NCCOCCOCCOCCOCC#C)=O)C(=O)OC(C)(C)C)C(=O)OC(C)(C)C tert-butyl (S)-20-((1r,4S)-4-(((2-amino-4-hydroxypteridin-6-yl)methyl)(tert-butoxycarbonyl)amino)cyclohexane-1-carboxamido)-17-oxo-4,7,10,13-tetraoxa-16-azahenicos-1-yn-21-oate